ClC=1C=NC=CN1 3-chloropyrazin